N=1N(N=C2C1C=CC=C2)C2=C(C(=CC(=C2)CCCCCCCCCCCC)CCCCCCCCCC)O 2-(2H-Benzotriazol-2-yl)-6-decyl-4-dodecylphenol